CC=1C(=C(C=CC1)C(NC(=O)C=1C(NC(=CC1)C(F)(F)F)=O)C1=CC=CC=C1)SC N-((3-methyl-2-(methylthio)phenyl)(phenyl)methyl)-2-oxo-6-(trifluoromethyl)-1,2-dihydropyridine-3-carboxamide